FC1=CC(=C(C(=C1)C(C)C)NC(=O)N=[S@@](=O)(N)C1=CC(=CC=C1)C(C)(C)O)C(C)C (S)-N'-(4-fluoro-2,6-diisopropylphenyl-carbamoyl)-3-(2-hydroxypropan-2-yl)benzenesulfonimidamide